6-(2-(methylsulfonyl)ethyl)-4-(4,4,5,5-tetramethyl-1,3,2-dioxaborolan-2-yl)pyridine CS(=O)(=O)CCC1=CC(=CC=N1)B1OC(C(O1)(C)C)(C)C